(±)-3-(4-butyl-1-cyclopenten-1-yl)-2-methylpropanal C(CCC)C1CC=C(C1)CC(C=O)C